N-(5-(6-(1,1-difluoroethyl)-[1,2,4]triazolo[1,5-a]pyridin-2-yl)-8-(methylamino)-2,7-naphthyridin-3-yl)cyclopropanecarboxamide FC(C)(F)C=1C=CC=2N(C1)N=C(N2)C2=C1C=C(N=CC1=C(N=C2)NC)NC(=O)C2CC2